tert-butyl N-[5-(difluoromethyl)-1H-indol-3-yl]carbamate FC(C=1C=C2C(=CNC2=CC1)NC(OC(C)(C)C)=O)F